1-Isopropyl-3,5-bis(4-methylbenzylidene)piperidin-4-one Tert-butyl-(3R,4S)-4-(3-cyanophenyl)-3-((dimethylamino)methyl)-4-hydroxypiperidine-1-carboxylate C(C)(C)(C)OC(=O)N1C[C@H]([C@](CC1)(O)C1=CC(=CC=C1)C#N)CN(C)C.C(C)(C)N1CC(C(C(C1)=CC1=CC=C(C=C1)C)=O)=CC1=CC=C(C=C1)C